6-[[(2R)-2-methylmorpholin-4-yl]methyl]-5-(2-trimethylsilylethoxymethyl)-3H-pyrrolo[3,2-d]pyrimidin-4-one C[C@@H]1CN(CCO1)CC1=CC=2N=CNC(C2N1COCC[Si](C)(C)C)=O